NC=1C2=C(N=CN1)N(C=C2C(=O)NC2=NNC(=C2)C)C(C)(C)C2CC2 4-amino-7-(2-cyclopropylprop-2-yl)-N-(5-methyl-1H-pyrazol-3-yl)-7H-pyrrolo[2,3-d]pyrimidine-5-carboxamide